COCCN(C=1N=C(C2=C(N1)C(=NC(=N2)N(CCOC)CCOC)N2CCC(CC2)OC)N2CC(N(CC2)C)=O)CCOC 4-(2,6-bis(bis(2-methoxyethyl)amino)-8-(4-methoxypiperidin-1-yl)pyrimido[5,4-d]pyrimidin-4-yl)-1-methylpiperazin-2-one